COC(C(C1=CC=C(C=C1)OC(F)F)Br)=O 2-bromo-2-(4-(difluoromethoxy)phenyl)acetic acid methyl ester